N=1N(N=CC1)C[C@@H]1[C@H]([C@H]([C@@H](O1)N1C(N=C(C=C1)NC(C1=CC=CC=C1)=O)=O)OC)O N-(1-((2r,3r,4r,5r)-5-((2H-1,2,3-triazol-2-yl)methyl)-4-hydroxy-3-methoxytetrahydrofuran-2-yl)-2-oxo-1,2-dihydropyrimidin-4-yl)benzamide